CC1(CC1)OC1=CC2=C(NN=C2C=C1)C1=NC=NC(=C1)N1CCC(CC1)CN1CCNCC1 5-(1-methylcyclopropoxy)-3-[6-[4-(piperazin-1-ylmethyl)-1-piperidyl]pyrimidin-4-yl]-2H-indazole